CNC(CC=1C=C2CCN(CC2=CC1)C(CNC(\C=C\C1=CC=C(C=C1)C(F)(F)F)=O)=O)=O (E)-N-[2-[6-[2-(methylamino)-2-oxoethyl]-3,4-dihydro-1H-isoquinolin-2-yl]-2-oxoethyl]-3-[4-(trifluoromethyl)phenyl]prop-2-enamide